heptadecane-1-yl hentriacontanoate C(CCCCCCCCCCCCCCCCCCCCCCCCCCCCCC)(=O)OCCCCCCCCCCCCCCCCC